2-(piperidin-1-yl)ethanethiol N1(CCCCC1)CCS